Perfluorooctylmethacrylat FC(=C(C(=O)[O-])C(F)(F)F)C(C(C(C(C(C(C(C(F)(F)F)(F)F)(F)F)(F)F)(F)F)(F)F)(F)F)(F)F